(E)-1,3-diethyl-8-(3-(fluoromethoxy)-4-methoxystyryl)-3,7-dihydro-1H-purine-2,6-dione C(C)N1C(N(C=2N=C(NC2C1=O)\C=C\C1=CC(=C(C=C1)OC)OCF)CC)=O